N-(1-amino-3-phenylpropan-2-yl)-1-(2-((2,2-difluoro-benzo[d][1,3]dioxol-5-yl)amino)-5-methyl-pyridin-4-yl)-1H-1,2,3-triazole-4-carboxamide NCC(CC1=CC=CC=C1)NC(=O)C=1N=NN(C1)C1=CC(=NC=C1C)NC1=CC2=C(OC(O2)(F)F)C=C1